CN1[C@H]2[C@@](CCC1)(CCC2)COC=2N=C(C1=C(N2)C(=C(N=C1OC)C1=CC(=CC2=CC=CC=C12)O)F)N1CCOC[C@](C1)(O)C (6S)-4-(2-{[(4aS,7aR)-1-methyl-octahydro-1H-cyclopenta[b]pyridin-4a-yl]methoxy}-8-fluoro-7-(3-hydroxynaphthalen-1-yl)-5-methoxypyrido[4,3-d]pyrimidin-4-yl)-6-methyl-1,4-oxazepan-6-ol